3-[4-(5-{[(3R)-2-oxoazepan-3-yl]amino}[1,2,4]triazolo[1,5-c]quinazolin-2-yl)-1H-pyrazol-1-yl]azetidine-1-carboxylic acid tert-butyl ester C(C)(C)(C)OC(=O)N1CC(C1)N1N=CC(=C1)C1=NN2C(=NC=3C=CC=CC3C2=N1)N[C@H]1C(NCCCC1)=O